ClC1=NC=C(C(=N1)NC=1C=CC=C2CCN(C12)C(C)=O)Cl 1-(7-((2,5-dichloropyrimidin-4-yl)amino)indolin-1-yl)ethan-1-on